C(OCCCC)(OC1=C(C(OC12CCCCC2)=O)C2=C(C=C(C=C2)Cl)Cl)=O butyl 2-(2,4-dichlorophenyl)-3-oxo-4-oxaspiro[4.5]dec-1-en-1-yl carbonate